5-[5-(3,3-difluoroazetidin-1-yl)pyridin-2-yl]-1-methyl-1H-pyrrole-3-carboxylic acid FC1(CN(C1)C=1C=CC(=NC1)C1=CC(=CN1C)C(=O)O)F